tetravinyl-benzene C(=C)C1=C(C(=C(C=C1)C=C)C=C)C=C